3-[(3-ethyloxetan-3-yl)methoxy]propylmethyldiethoxysilane C(C)C1(COC1)COCCC[Si](OCC)(OCC)C